nonylcyclopropanecarboxylic acid C(CCCCCCCC)C1(CC1)C(=O)O